C1C(CC12OCCO2)CN2C(C1=CC=CC=C1C2=O)CC=2C(=NC=NC2C)C#N 5-((2-((5,8-dioxaspiro[3.4]octan-2-yl)methyl)-3-oxoisoindolin-1-yl)methyl)-6-methylpyrimidine-4-carbonitrile